CC(=O)N[C@@H]1[C@H]([C@H]([C@H](O[C@@H]1O[C@H]2[C@H](O[C@@H]([C@@H]([C@H]2O)NC(=O)C)O[C@H]3[C@H](O[C@@H]([C@@H]([C@H]3O)NC(=O)C)O[C@H]4[C@H](O[C@@H]([C@@H]([C@H]4O)NC(=O)C)O[C@H]5[C@H](O[C@@H]([C@@H]([C@H]5O)NC(=O)C)O[C@H]6[C@H](O[C@@H]([C@@H]([C@H]6O)NC(=O)C)OCCCNC(=O)CCOCCOCCOCCOCCOCCOCCNC(=O)CCCC[C@H]7[C@@H]8[C@H](CS7)NC(=O)N8)CO)CO)CO)CO)CO)CO)O)O The molecule is a hexasaccharide derivative in which N-acetyl-alpha-D-galactosaminyl-(1->4)-N-acetyl-alpha-D-galactosaminyl-(1->4)-N-acetyl-alpha-D-galactosaminyl-(1->4)-N-acetyl-alpha-D-galactosaminyl-(1->4)-N-acetyl-alpha-D-galactosaminyl-(1->4)-N-acetyl-alpha-D-galactosamine is linked glycosidically to biotin via a (21-oxo-3,6,9,12,15,18-hexaoxa-22-azapentacosan-1-yl)amino spacer. One of a set of synthesised biotinylated oligo-alpha-(1->4)-D-galactosamines comprising from two to six monosaccharide units, along with their N-acetylated derivatives (PMID:31913631), aimed at analysing the specificity of the antibody responses to a complex exopolysaccharide galactosaminogalactan found in Aspergillus fumigatus, the most important airborne human fungal pathogen in industrialized countries. It is a member of biotins and a hexasaccharide derivative.